BrC=1C(=NC=CC1)CC1N(C(C2=CC=CC=C12)=O)CC1(CC2(C1)OC(NC2)=O)C (2s,4s)-2-((1-((3-bromopyridin-2-yl)methyl)-3-oxoisoindolin-2-yl)methyl)-2-methyl-5-oxa-7-azaspiro[3.4]octan-6-one